C(C)(C)(C)OC(=O)C1=NC(=CC=C1)C1C(C1)(F)F 6-(2,2-difluorocyclopropyl)pyridine-2-carboxylic acid tert-butyl ester